2-methyl-N-{[3-(methylsulfanyl)-1,2,4-triazin-6-yl]methyl}butanamide CC(C(=O)NCC1=CN=C(N=N1)SC)CC